CCCSP(=O)(OCC)OC1=CN(N=C1)C2=CC=C(C=C2)Cl The molecule is an organic thiophosphate, an organothiophosphate insecticide, an organochlorine insecticide, a member of pyrazoles, a member of monochlorobenzenes and an organosulfur compound. It has a role as an EC 3.1.1.7 (acetylcholinesterase) inhibitor and an agrochemical.